carbamic acid-2-chloroethyl ester ClCCOC(N)=O